1-((7-(6-chloro-1-((S)-pyrrolidin-3-yl)-1,2,3,4-tetrahydroquinolin-8-yl)-6-fluorothieno[3,2-b]pyridin-2-yl)methyl)pyrrolidine-2,5-dione, formic acid salt C(=O)O.ClC=1C=C2CCCN(C2=C(C1)C1=C2C(=NC=C1F)C=C(S2)CN2C(CCC2=O)=O)[C@@H]2CNCC2